CN1C(=NC=C1)C1C(NC(N1)=O)=O 5-(1-methyl-1H-imidazol-2-yl)imidazoline-2,4-dione